ClC1=C(C=C(C=C1)OC)C1=CN=C(O1)CSC1=NC(=NC(=N1)N1CCOCC1)N 4-({[5-(2-Chloro-5-methoxyphenyl)-1,3-oxazol-2-yl]methyl}sulfanyl)-6-(morpholin-4-yl)-1,3,5-triazin-2-amin